((1r,4r)-4-(((tert-butoxycarbonyl) amino) methyl) cyclohexyl) methanesulfonate CS(=O)(=O)OC1CCC(CC1)CNC(=O)OC(C)(C)C